4-(5-((tert-Butoxycarbonyl)amino)-3-fluoropyridin-2-yl)-1-methyl-1H-pyrazole-5-carboxylic acid methyl ester COC(=O)C1=C(C=NN1C)C1=NC=C(C=C1F)NC(=O)OC(C)(C)C